COC([C@H](CCO[Si](C)(C)C(C)(C)C)C1=NC=C(C=C1)Br)=O |r| (±)-2-(5-Bromopyridin-2-yl)-4-((tert-butyldimethylsilyl)oxy)butanoic acid methyl ester